4-(butylamino)pyridin C(CCC)NC1=CC=NC=C1